alpha-benzoyl-cinnamic acid C(C1=CC=CC=C1)(=O)C(C(=O)O)=CC1=CC=CC=C1